IC=1C=CC(=NC1)N1CC2CCC(C1)N2[C@@H]2COCC2 3-(5-iodopyridin-2-yl)-8-((S)-tetrahydrofuran-3-yl)-3,8-diazabicyclo[3.2.1]octane